1-chloro-3-oxa-tricyclo[3.2.1.02,4]octane ClC12C3OC3C(CC1)C2